ethyl (1S)-4-methylcyclohex-3-ene-1-carboxylate CC1=CC[C@H](CC1)C(=O)OCC